O(C1=CC=C(C=C1)O)C1=CC=C(C=C1)O 4,4'-oxydiphenol